[Cl-].C(C)(C)N1N=CC(=C1)C1=NC(=NC=C1C)NC1=CC=C(C=C1)C[NH3+] (4-((4-(1-isopropyl-1H-pyrazol-4-yl)-5-methylpyrimidin-2-yl)amino)phenyl)methanaminium chloride